platinum (II) (diphenylquinoquinoline) C1(=CC=CC=C1)C=1C(=NC2=C3C(=CC=C2C1)N=C1C=CC=CC1=C3)C3=CC=CC=C3.[Pt+2]